DOPA titanium [Ti].O=C(O)[C@@H](N)CC1=CC=C(O)C(O)=C1